C(C)(C)(C)OC(=O)N1[C@@H](CN(CC1)C=1C2=C(N=CN1)N(C=C2N(C)C)C2=NC=CC(=C2)Cl)C (R)-4-(7-(4-Chloropyridin-2-yl)-5-(dimethylamino)-7H-pyrrolo[2,3-d]pyrimidin-4-yl)-2-methylpiperazine-1-carboxylic acid tert-butyl ester